C(C)(C)(C)OC1=CC=C(C=C1)O 4-(tert-butoxy)phenol